tert-butyl N-[2-[6-[[tert-butyl(dimethyl)silyl]oxymethyl]-4-fluoro-2-methyl-6,7-dihydro-5H-cyclopenta[f]benzimidazol-3-yl]ethyl]carbamate [Si](C)(C)(C(C)(C)C)OCC1CC=2C(=C(C3=C(N=C(N3CCNC(OC(C)(C)C)=O)C)C2)F)C1